C(=O)(OC(C)(C)CC)OOC(=O)[O-] tert-amyl peroxydicarbonate